7-(3-(ethoxymethoxy)-8-ethyl-7-fluoronaphthalen-1-yl)-2-(((2R,7aS)-2-fluorotetrahydro-1H-pyrrolizin-7a(5H)-yl)methoxy)-4-methoxy-5,6,7,8-tetrahydropyrido[3,4-d]pyrimidine C(C)OCOC=1C=C(C2=C(C(=CC=C2C1)F)CC)N1CC=2N=C(N=C(C2CC1)OC)OC[C@]12CCCN2C[C@@H](C1)F